2-(4-(5,9-Bis(3,5-bis(trifluoromethyl)phenyl)-1,3-dioxo-1H-xantheno[2,1,9-def]isoquinolin-2(3H)-yl)phenyl)acetic acid FC(C=1C=C(C=C(C1)C(F)(F)F)C1=CC=2C(N(C(C3=CC=C4C(C23)=C1OC1=CC=C(C=C14)C1=CC(=CC(=C1)C(F)(F)F)C(F)(F)F)=O)C1=CC=C(C=C1)CC(=O)O)=O)(F)F